COC1=CC(=C(C=C1OC)NC(=O)C=1OC2=CC=CC=C2C(C1)=O)C(NC1=CC=C(C=C1)CCNCC1=CC=C2C=NN(C2=C1)C)=O N-(4,5-Dimethoxy-2-((4-(2-(N-((1-methyl-1H-indazol-6-yl)methyl)amino)ethyl)phenyl)carbamoyl)phenyl)-4-oxo-4H-chromene-2-carboxamide